3-Chloro-1-(5-(5-chloro-6-isopropoxypyridin-3-yl)-1,2,4-oxadiazol-3-yl)-1H-indole-5-Formaldehyde ClC1=CN(C2=CC=C(C=C12)C=O)C1=NOC(=N1)C=1C=NC(=C(C1)Cl)OC(C)C